N-cyclopropyl-6-(5-{[3-(3,3-difluoropyrrolidine-1-carbonyl)-cyclohexyl]carbamoyl}-6-(deutero)methoxypyridin-3-yl)-1H-indazole-3-carboxamide C1(CC1)NC(=O)C1=NNC2=CC(=CC=C12)C=1C=NC(=C(C1)C(NC1CC(CCC1)C(=O)N1CC(CC1)(F)F)=O)OC[2H]